3-[({[(2R,3S,11bR)-9,10-dimethoxy-3-(2-methylpropyl)-1H,2H,3H,4H,6H,7H,11bH-pyrido[2,1-a]isoquinolin-2-yl]methoxy}carbonyl)amino]bicyclo[2.2.1]heptane-2-carboxylic acid COC=1C=C2CCN3[C@@H](C2=CC1OC)C[C@H]([C@@H](C3)CC(C)C)COC(=O)NC3C(C1CCC3C1)C(=O)O